N-(2-(difluoromethoxy)-6-((2-(dimethylamino)ethyl)(methyl)amino)-5-nitro-pyridin-3-yl)acetamide 1-phenylcyclopropanecarboxylate C1(=CC=CC=C1)C1(CC1)C(=O)O.FC(OC1=NC(=C(C=C1NC(C)=O)[N+](=O)[O-])N(C)CCN(C)C)F